C[C@@H]1N(C2=CC=CC=C2[C@@H](C1)NC1=CC=C(C=C1)NC(CCCC1=CC=C(C=C1)N[C@@H]1C[C@@H](N(C2=CC=CC=C12)C(CC)=O)C)=O)C(CC)=O N,4-bis(4-(((2S,4R)-2-methyl-1-propionyl-1,2,3,4-tetrahydroquinolin-4-yl)amino)phenyl)butanamide